(2S)-1-[(13Z,16Z)-docosa-13,16-dien-1-yl-oxy]-3-(hexyl-oxy)-N,N-dimethylpropan-2-amine C(CCCCCCCCCCC\C=C/C\C=C/CCCCC)OC[C@H](COCCCCCC)N(C)C